FC(C1=C(C(=O)NC2=C(C=C(C(=C2)C=2C=NC(=NC2)N2C[C@@H](OCC2)C)F)N2C[C@@H](N([C@@H](C2)C)C)C)C=CC(=C1)F)F 2-(difluoromethyl)-4-fluoro-N-(4-fluoro-5-(2-((S)-2-methylmorpholino)pyrimidin-5-yl)-2-((3S,5R)-3,4,5-trimethylpiperazin-1-yl)phenyl)benzamide